COCC=1OC(=C(C(C1C)=O)CC)COC 2,6-dimethoxymethyl-3-methyl-5-ethyl-4-pyrone